CC(C)(CCCC=C)O 2-methylhept-6-en-2-ol